C1(CC1)N(S(=O)(=O)C1=CC(=CC=C1)OC[C@H](CNC(CC)CCCCC(CC)S(=O)(=O)C1=CC2=CC=CC=C2C=C1)O)C N-cyclopropyl-3-((2S)-2-hydroxy-3-(8-(naphthalen-2-ylsulfonyl)dec-3-ylamino)propoxy)-N-methylbenzenesulfonamide